ClC=1C=C(C=C(C1C)F)NC(OC1=CC=CC=C1)=O phenyl (3-chloro-5-fluoro-4-methylphenyl)carbamate